(2R,3R,4R,5S)-6-{[(2S,3R,4R,5R)-2,3,4,5,6-Pentahydroxyhexyl][(piperidin-4-yl)methyl]amino}hexane-1,2,3,4,5-pentaol dihydrochloride Cl.Cl.O[C@@H](CN(C[C@@H]([C@H]([C@@H]([C@@H](CO)O)O)O)O)CC1CCNCC1)[C@H]([C@@H]([C@@H](CO)O)O)O